4-cyano-N-[2-cyano-5-[[2,6-dichloro-4-[1,2,2,2-tetrafluoro-1-trifluoromethylethyl]phenyl]carbamoyl]phenyl]-2-methylbenzamide C(#N)C1=CC(=C(C(=O)NC2=C(C=CC(=C2)C(NC2=C(C=C(C=C2Cl)C(C(F)(F)F)(C(F)(F)F)F)Cl)=O)C#N)C=C1)C